ClC=1C(=C(C=CC1F)N(C(=O)[C@H]1N(C(NC1)=O)C1=CC(=C2C(=N1)SC=N2)SC)C)F (S)-N-(3-chloro-2,4-difluorophenyl)-N-methyl-3-(7-(methylthio)thiazolo[5,4-b]pyridine-5-yl)-2-oxoimidazolidine-4-carboxamide